1-(2-(1H-1,2,4-triazol-1-yl)ethyl)-6-nitroindoline N1(N=CN=C1)CCN1CCC2=CC=C(C=C12)[N+](=O)[O-]